C(C)(C)(C)OC(=O)N1CCC(CC1)C1=CC(=C2C(=NC=NN21)N)C2=CC=C(C=C2)NC(=O)C=2C(N(C(=C(C2)C#N)C)C2=CC=CC=C2)=O 4-(4-amino-5-(4-(5-cyano-6-methyl-2-oxo-1-phenyl-1,2-dihydropyridine-3-carboxamido)phenyl)pyrrolo[2,1-f][1,2,4]triazin-7-yl)piperidine-1-carboxylic acid tert-butyl ester